The molecule is a hydrochloride obtained by reaction of (R)-fluoxetine with one equivalent of hydrochloric acid. It has a role as an antidepressant and a serotonin uptake inhibitor. It contains a (R)-fluoxetine(1+). It is an enantiomer of a (S)-fluoxetine hydrochloride. CNCC[C@H](C1=CC=CC=C1)OC2=CC=C(C=C2)C(F)(F)F.Cl